ethyl (1S,3S,5S)-5-((1H-1,2,4-triazol-1-yl)methyl)-2-azabicyclo[3.1.0]hexane-3-carboxylate 2,2,2-trifluoroacetate FC(C(=O)O)(F)F.N1(N=CN=C1)C[C@@]12C[C@H](N[C@H]2C1)C(=O)OCC